ClC1=CC=C2C(=CC(N(C2=N1)C1=C(C=CC=C1)Cl)=O)N1C[C@@H](CC1)O (R)-7-chloro-1-(2-chlorophenyl)-4-(3-hydroxypyrrolidin-1-yl)-1,8-naphthyridin-2(1H)-one